FC(S(=O)(=O)OC1=CC(=CC2=CC=C(C(=C12)CC)F)OCOC)(F)F [8-ethyl-7-fluoro-3-(methoxymethoxy)-1-naphthyl] trifluoromethanesulfonate